CC1(CC1)C1=NC=CC=C1C(C(=O)O)N1CC(C1)OCCCCCC1=NC=2NCCCC2C=C1 2-(2-(1-methylcyclopropyl)pyridin-3-yl)-2-(3-(5-(5,6,7,8-tetrahydro-1,8-naphthyridin-2-yl)pentyloxy)azetidin-1-yl)acetic acid